N-(4-(4-amino-1-(1-(3-(3-fluorophenyl)-4-oxo-4H-chromen-2-yl)ethyl)-1H-pyrazolo[3,4-d]pyrimidin-3-yl)phenyl)acetamide NC1=C2C(=NC=N1)N(N=C2C2=CC=C(C=C2)NC(C)=O)C(C)C=2OC1=CC=CC=C1C(C2C2=CC(=CC=C2)F)=O